2-{1-[2-(Difluoromethoxy)pyridin-4-yl]azetidin-3-yl}-1-[6,7-dimethyl-4-(methylamino)-1,3-dihydro-2H-pyrrolo[3,4-c]pyridin-2-yl]ethanon FC(OC1=NC=CC(=C1)N1CC(C1)CC(=O)N1CC=2C(=NC(=C(C2C1)C)C)NC)F